2-{6-[(3S)-3-(cyclobutylamino)pyrrolidin-1-yl]pyridazin-3-yl}-5-(2-methyl-1,3-thiazol-5-yl)phenol C1(CCC1)N[C@@H]1CN(CC1)C1=CC=C(N=N1)C1=C(C=C(C=C1)C1=CN=C(S1)C)O